O[C@H]1[C@@H](O)[C@@H](O)[C@H](O1)CO β-lyxofuranose